N(=[N+]=[N-])CC1=CNC2=CC=C(C=C12)S(=O)(=O)C 3-(azidomethyl)-5-(methylsulfonyl)-1H-indole